(R)-2-amino-3,3-dimethylbutyramide hydrochloride Cl.N[C@@H](C(=O)N)C(C)(C)C